COC=1C=C(C=C(C1OC)OC)C1=NC2=C(N1)C=CC(=C2)N 2-(3,4,5-trimethoxyphenyl)-1H-benzo[d]imidazol-5-amine